1-(4-(benzylamino)pyrrolo[2,1-f][1,2,4]triazin-2-yl)-N-(2-hydroxyethyl)-2-methyl-1H-indole-4-carboxamide C(C1=CC=CC=C1)NC1=NC(=NN2C1=CC=C2)N2C(=CC=1C(=CC=CC21)C(=O)NCCO)C